1,2-diphenylethylene glycol C1(=CC=CC=C1)C(C(C1=CC=CC=C1)O)O